C1(CCC1)N1C=C(C=2C1=NC=C(C2)[N+](=O)[O-])F 1-cyclobutyl-3-fluoro-5-nitro-1H-pyrrolo[2,3-b]pyridine